2-[[4-[5-(trifluoromethyl)-1,2,4-oxadiazol-3-yl]phenyl]meth-yl]oxazinan-3-one FC(C1=NC(=NO1)C1=CC=C(C=C1)CN1OCCCC1=O)(F)F